O=C(CCC(=O)O)C(OCC#CC(C1=C(C(=C(C(=C1[2H])[2H])[2H])[2H])[2H])=O)=O 4,5-dioxo-5-((4-oxo-4-(phenyl-d5)but-2-yn-1-yl)oxy)pentanoic acid